C(C)C(CS)CC 2-ethyl-butanethiol